Tert-butyl 4-(3-chloro-4-(4,4,5,5-tetramethyl-1,3,2-dioxaborolan-2-yl)phenyl)piperazine-1-carboxylate ClC=1C=C(C=CC1B1OC(C(O1)(C)C)(C)C)N1CCN(CC1)C(=O)OC(C)(C)C